4-(5'-(4-fluorophenyl)-3'-isopropyl-1H,3'H-[2,4'-biimidazole]-4-carboxamido)benzoic acid FC1=CC=C(C=C1)C1=C(N(C=N1)C(C)C)C=1NC=C(N1)C(=O)NC1=CC=C(C(=O)O)C=C1